N1=NC(=CC2=C1C1=C(CCC2)C=CC=C1)N1N=C(N=C1N)NC=1C=CC2=C(CC[C@H](CC2)NC(C)C2CCCC2)C1 1-(6,7-dihydro-5H-benzo[6,7]cyclohepta[1,2-c]pyridazin-3-yl)-N3-((7S)-7-((1-cyclopentylethyl)amino)-6,7,8,9-tetrahydro-5H-benzo[7]annulene-2-yl)-1H-1,2,4-triazole-3,5-diamine